C(#N)N1C[C@]2(CC2C1)NC(=O)C1=CC=C(C=C1)C1=C(C=CC=C1)SC1=CC=CC=C1 N-((1R)-3-Cyano-3-azabicyclo[3.1.0]hexan-1-yl)-2'-(phenylthio)-[1,1'-biphenyl]-4-carboxamid